5-chloro-2-fluoro-4-((1-phenylcyclobutyl)amino)-N-(thiazol-2-yl)benzenesulfonamide ClC=1C(=CC(=C(C1)S(=O)(=O)NC=1SC=CN1)F)NC1(CCC1)C1=CC=CC=C1